(S)-N-(5-(2-aminopyrazolo[1,5-a]pyridin-5-yl)-2-methylphenyl)-3-phenylbenzo[d]isoxazole-2(3H)-carboxamide NC1=NN2C(C=C(C=C2)C=2C=CC(=C(C2)NC(=O)N2OC3=C([C@@H]2C2=CC=CC=C2)C=CC=C3)C)=C1